4-Phenoxy-N-(pyridin-2-ylmethyl)benzamide C1=CC=C(C=C1)OC2=CC=C(C=C2)C(=O)NCC3=CC=CC=N3